(2S,3R,4R)-1-acetyl-N,2,3-trimethyl-4-((4-methylpyrimidin-2-yl)amino)-1,2,3,4-tetrahydroquinoline-6-carboxamide C(C)(=O)N1[C@H]([C@@H]([C@H](C2=CC(=CC=C12)C(=O)NC)NC1=NC=CC(=N1)C)C)C